4-(4-((6-carbamoyl-3-hydroxy-1,2,4-triazine-5-yl)amino)-2-fluorophenyl)piperidin-1-carboxylic acid tert-butyl ester C(C)(C)(C)OC(=O)N1CCC(CC1)C1=C(C=C(C=C1)NC=1N=C(N=NC1C(N)=O)O)F